(S)-N-(4-(7-((5-(1-amino-1,3-dihydrospiro[indene-2,4'-piperidine]-1'-yl)-6-(hydroxymethyl)pyrazin-2-yl)thio)-8-chloroimidazo[1,2-a]pyridin-2-yl)phenyl)acetamide N[C@@H]1C2=CC=CC=C2CC12CCN(CC2)C=2N=CC(=NC2CO)SC2=C(C=1N(C=C2)C=C(N1)C1=CC=C(C=C1)NC(C)=O)Cl